COC(=O)C(C1=CC=C(C=C1)OC)=O 4-Methoxybenzoylformic acid methyl ester